O=C(C(=O)[O-])CCC oxovalerate